COC1[C@@]23[C@@]([C@H]4CC[C@]5([C@H]([C@@H]4C1)CC[C@@H]5[C@H](C)OC=5C=NC=CC5C)C)(CC[C@@H]2C3)C 3-((1S)-1-((1aR,3aR,3bS,5aS,6S,8aS,8bS,10aR)-10-methoxy-3a,5a-dimethylhexadecahydrocyclopenta[a]cyclopropa[2,3]cyclopenta[1,2-f]naphthalen-6-yl)ethoxy)-4-methylpyridine